CC=1C=C(C=CC1C)C(C#N)C#N 3,4-dimethylbenzenemalononitrile